N-(4-(7-ethoxy-1,3,4,5-tetrahydro-2H-benzo[c]azepin-2-yl)-2,6-dimethylphenyl)-3,3-dimethylbutanamide C(C)OC1=CC2=C(CN(CCC2)C2=CC(=C(C(=C2)C)NC(CC(C)(C)C)=O)C)C=C1